4,4,4-trifluoro-1-(2-naphthyl)-1,3-butanediol benzoate Diphenylphosphonite C1(=CC=CC=C1)P(O)(O)C1=CC=CC=C1.C(C1=CC=CC=C1)(=O)O.FC(C(CC(O)C1=CC2=CC=CC=C2C=C1)O)(F)F